ethyl N-3-pyridinyl-carbamate N1=CC(=CC=C1)NC(OCC)=O